COC(CCCCCCCCOC1=C(C=C2C(=NC(=NC2=C1)C)NC(C)C=1SC=C(C1)Br)OC)=O Methyl-9-((4-((1-(4-bromothiophen-2-yl)ethyl)amino)-6-methoxy-2-methylquinazolin-7-yl)oxy)nonanoate